CC=1C(=C2C=NNC2=CC1)C1=C(C=C2C(=NC(=NC2=C1OCC(F)(F)F)C1CCN(CC1)C)N1CC2(CN(C2)C(C=C)=O)C1)C=C 1-(6-(7-(5-methyl-1H-indazol-4-yl)-2-(1-methylpiperidin-4-yl)-8-(2,2,2-trifluoroethoxy)-6-vinylquinazolin-4-yl)-2,6-diazaspiro[3.3]heptane-2-yl)prop-2-en-1-one